NCCCCC=1C=C(C(=C(C1)O)[C@H]1[C@@H](CCC(=C1)C)C(=C)C)O (1'R,2'R)-4-(4-aminobutyl)-5'-methyl-2'-(prop-1-en-2-yl)-1',2',3',4'-tetrahydro-[1,1'-biphenyl]-2,6-diol